C(C)(C)(C)CC(=O)[O-] (R)-2-tert-butylacetate